CC1=CC=C(C=C1)C2=NC=NC=C2 4-p-tolyl-pyrimidine